ClC1=C(C(=CC(=C1)F)Cl)N1N=C(C(=C1)NC1=CC=C(C=C1)C(N(C1CCN(CC1)C)C)=O)C(=O)N 1-(2,6-dichloro-4-fluorophenyl)-4-((4-(methyl(1-methylpiperidin-4-yl)carbamoyl)phenyl)amino)-1H-pyrazole-3-carboxamide